NC1=CC=C2C(OC[C@@H]3N2CCC3)=C1C#N (R)-7-amino-2,3,3a,4-tetrahydro-1H-benzo[b]pyrrolo[1,2-d][1,4]oxazine-6-carbonitrile